2-{4-[(piperidin-3-yl)methyl]phthalazin-1-yl}-5-(trifluoromethyl)phenol N1CC(CCC1)CC1=NN=C(C2=CC=CC=C12)C1=C(C=C(C=C1)C(F)(F)F)O